amino-9,10-dihydroacridine NC1=CC=CC=2NC3=CC=CC=C3CC12